C=1N=CN2C1C1=CC=CC=C1[C@@H]2[C@@H]2CC1=C(C=NC=C1)[C@@H]2O (6S,7R)-6-((S)-5H-imidazo[5,1-a]isoindol-5-yl)-6,7-dihydro-5H-cyclopenta[c]pyridin-7-ol